2-amino-N-(2-(4'-(trifluoromethyl)-[1,1'-biphenyl]-4-yl)ethyl)pentanamide Titanium Di(2-Ethylhexanoate) Diisopropoxide CC([O-])C.CC([O-])C.C(C)C(C(=O)[O-])CCCC.C(C)C(C(=O)[O-])CCCC.[Ti+4].NC(C(=O)NCCC1=CC=C(C=C1)C1=CC=C(C=C1)C(F)(F)F)CCC